Threoninyl-Phenylalanine N[C@@H]([C@H](O)C)C(=O)N[C@@H](CC1=CC=CC=C1)C(=O)O